ClC=1C=C2N(CCC3=CC(=C(C=C23)OC)OC)C(N1)=O 2-Chloro-9,10-dimethoxy-6H,7H-pyrimido[4,3-a]isoquinolin-4-one